6-(3-fluoroazetidin-1-yl)-3-(4-fluoro-2-methyl-phenoxy)-5-methyl-pyridazine-4-carboxylic acid FC1CN(C1)C1=C(C(=C(N=N1)OC1=C(C=C(C=C1)F)C)C(=O)O)C